FC1=C(C=C(C=C1F)C1=C(C=CC=C1C)C)[C@H](CC(=O)O)NC([C@H](CC(C)C)N1C(C=C(C(=C1)CCN1CC(C1)F)C)=O)=O (S)-3-(4,5-difluoro-2',6'-dimethyl-[1,1'-biphenyl]-3-yl)-3-((S)-2-(5-(2-(3-fluoroazetidin-1-yl)ethyl)-4-methyl-2-oxopyridin-1(2H)-yl)-4-methylpentanamido)propanoic acid